((3-methyl-4-((5-methylpyrimidin-2-yl)oxy)phenyl)carbamoyl)cyclohexane-1-carboxamide CC=1C=C(C=CC1OC1=NC=C(C=N1)C)NC(=O)C1(CCCCC1)C(=O)N